tert-Butyl N-(1-(3-cyano-4-(4-cyano-3-fluorophenyl)-5-(4-[(oxepan-2-yloxy)carbamoyl]phenyl)pyridin-2-yl)piperidin-4-yl)carbamate C(#N)C=1C(=NC=C(C1C1=CC(=C(C=C1)C#N)F)C1=CC=C(C=C1)C(NOC1OCCCCC1)=O)N1CCC(CC1)NC(OC(C)(C)C)=O